racemic-2'-chloro-N-(5-(3-fluorotetrahydrofuran-3-yl)-1,3,4-thiadiazol-2-yl)-5'-methoxy-6-methyl-(4,4'-bipyridine)-3-carboxamide ClC1=NC=C(C(=C1)C1=C(C=NC(=C1)C)C(=O)NC=1SC(=NN1)[C@@]1(COCC1)F)OC |r|